Cl.ClC=1C=C(C(=C(C1)C1=NC=NN2C1=CC(=C2)CN2C(N(CCC2=O)C)=O)CC2CNC[C@@H](O2)C)C 3-((4-(5-chloro-3-methyl-2-(((6S)-6-methylmorpholin-2-yl)methyl)phenyl)pyrrolo[2,1-f][1,2,4]triazin-6-yl)methyl)-1-methyldihydropyrimidine-2,4(1H,3H)-dione hydrochloride